N(=[N+]=[N-])CC1=C(C(=O)O)C=CC=C1 2-(azidomethyl)benzoic acid